tert-butyl (1-((5-bromo-2-cyano-3-(methylthio)phenoxy)methyl)-cyclohexyl)carbamate BrC=1C=C(C(=C(OCC2(CCCCC2)NC(OC(C)(C)C)=O)C1)C#N)SC